C(CCCCCCCC)C(C(=O)O)C(=O)O.C(CC(=O)OCCCCCCCCC)(=O)OCC(COC(CC(CCCCC)CCCCC)=O)(COC(CC(CCCCC)CCCCC)=O)COC(CCCN(C)C)=O 2-({[4-(dimethylamino)butanoyl]oxy}methyl)-3-[(3-pentyloctanoyl)oxy]-2-{[(3-pentyloctanoyl)oxy]methyl}propyl nonyl Propanedioate nonyl-propanedioate